N1(CCCCC1)C(=O)C1=CC=C(C=C1)C1=C(N(C=C1)S(N)(=O)=O)C(=O)O 3-[4-(Piperidine-1-carbonyl)phenyl]-1-sulfamoyl-pyrrole-2-carboxylic acid